C(C)(C)(C)C1(N(CCC(C1)CO)C(=O)[O-])C([C@H](C)O[Si](C)(C)C(C)(C)C)O tert-butyl-((2S)-2-((tert-butyldimethylsilyl)oxy)-1-hydroxypropyl)-4-(hydroxymethyl)piperidine-1-carboxylate